N-(5-(3-(9H-purin-6-yl)pyridin-2-ylamino)-2-fluorophenyl)-3-chlorobenzamide N1=CN=C2NC=NC2=C1C=1C(=NC=CC1)NC=1C=CC(=C(C1)NC(C1=CC(=CC=C1)Cl)=O)F